C(C)(=O)N1CCC(CC1)(O)C=1C(N(C2=C(C(=NC(=C2C1)N[C@H](C)C1=C(C(=CC=C1)C(F)F)F)C)OCCN(C)C)C)=O (R)-3-(1-acetyl-4-hydroxypiperidin-4-yl)-5-((1-(3-(difluoromethyl)-2-fluorophenyl)ethyl)amino)-8-(2-(dimethylamino)ethoxy)-1,7-dimethyl-1,6-naphthyridin-2(1H)-one